1-spiro[3.3]Hept-2-yl-3-{(R)-1-[3-(2,2,2-trifluoro-ethoxy)-phenyl]-ethyl}-urea C1C(CC12CCC2)NC(=O)N[C@H](C)C2=CC(=CC=C2)OCC(F)(F)F